O=C(CC=1C=C(C=NC1)C(F)(F)F)N1CCN(CC1)C1=NC=C(C=N1)C(F)(F)F 5-(2-oxo-2-(4-(5-(trifluoromethyl)pyrimidin-2-yl)piperazin-1-yl)ethyl)-3-(trifluoromethyl)pyridine